ClC1=CC(=C(COC2=NC=CC(=N2)N2CC3=C(C2)CN(C3)CC3=NC2=C(N3CCOC)C=C(C=C2)C(=O)O)C=C1)F 2-((5-(2-((4-chloro-2-fluorobenzyl)oxy)pyrimidin-4-yl)-3,4,5,6-tetrahydropyrrolo[3,4-c]pyrrol-2(1H)-yl)methyl)-1-(2-methoxyethyl)-1H-benzo[d]imidazole-6-carboxylic acid